tert-butyl 4,4-difluoro-3-(1-(4-methoxybenzyl)-1H-pyrazol-3-yl)piperidine-1-carboxylate FC1(C(CN(CC1)C(=O)OC(C)(C)C)C1=NN(C=C1)CC1=CC=C(C=C1)OC)F